FC(COC1=CC(=NC=C1)N1C(C(C2=CC(=C(C=C12)F)C(=O)NC1(CCS(CC1)(=O)=O)C)(C)C)=O)(C)F 1-(4-(2,2-difluoropropoxy)pyridin-2-yl)-6-fluoro-3,3-dimethyl-N-(4-methyl-1,1-dioxidotetrahydro-2H-thiopyran-4-yl)-2-oxoindoline-5-carboxamide